ClC=1C=CC=2N(C1C(C=1N=NN(C1C)C1=CC(=C(C=C1)O)F)O)C=NC2 4-{4-[(6-chloro-imidazo[1,5-a]pyridin-5-yl)-hydroxy-methyl]-5-methyl-[1,2,3]triazol-1-yl}-2-fluoro-phenol